CC=1SC=CC1C1=NN2C(=NC=3C=CC=CC3C2=N1)N[C@H]1C(NCCC1)=O (3R)-3-{[2-(2-methylthiophene-3-yl)[1,2,4]triazolo[1,5-c]quinazolin-5-yl]amino}piperidin-2-one